2-[[4-[4-hydroxy-1-piperidinyl]-6-[[(4-(methyl-sulfonylamino)phenyl)methyl]amino]-2-pyrimidinyl]amino]-4-methyl-5-thiazolecarboxylic acid, ethyl ester OC1CCN(CC1)C1=NC(=NC(=C1)NCC1=CC=C(C=C1)NS(=O)(=O)C)NC=1SC(=C(N1)C)C(=O)OCC